C12CCC(CC1)N2CC2=C(CNC=1C(=C(C(=CC1)F)S(=O)(=O)NC=1N=CSC1)F)C(=CC=C2F)F ((2-((7-azabicyclo[2.2.1]heptan-7-yl)methyl)-3,6-difluorobenzyl)amino)-2,6-difluoro-N-(thiazol-4-yl)benzenesulfonamide